C(C)(C)N1N=C(C=C1C1[C@H]2CC(C[C@@H]12)=O)C1=NC(=NC=C1)C(F)(F)F (1R,5s,6R)-6-(1-isopropyl-3-(2-(trifluoromethyl)pyrimidin-4-yl)-1H-pyrazol-5-yl)bicyclo[3.1.0]hexane-3-one